Methyl (3aR,5R,6R,6aR)-6-bromo-2-oxohexahydro-2H-cyclopenta[d]oxazole-5-carboxylate Br[C@@H]1[C@H](C[C@H]2NC(O[C@H]21)=O)C(=O)OC